C(N)(=O)C1=C(C=CC(=C1)N1CCN(CC1)C1CC1)NC(=O)C1=NN2C(C=NC(=C2)C)=C1 N-[2-carbamoyl-4-(4-cyclopropylpiperazin-1-yl)phenyl]-6-methylpyrazolo[1,5-a]pyrazin-2-carboxamide